C(OCC1=C(C(=C(C(=C1F)F)N=[N+]=[N-])F)F)(OC1=CC=C(C=C1)[N+](=O)[O-])=O 4-azido-2,3,5,6-tetrafluorobenzyl (4-nitrophenyl) carbonate